ClCC1=C(C=CC(=C1)Cl)C1=C(C=CC(=C1)C)S(=O)(=O)N (2-(chloromethyl)-4-chlorophenyl)-4-methylbenzenesulfonamide